4-[2-(cyclopropylmethoxy)-5-(ethylsulfonyl)phenyl]-6-methyl-1,6-dihydro-7H-pyrrolo[2,3-d]pyridazin-7-one C1(CC1)COC1=C(C=C(C=C1)S(=O)(=O)CC)C=1C2=C(C(N(N1)C)=O)NC=C2